BrC=1C=C(CP(OCC)(OCC)=O)C=CC1 diethyl (3-bromobenzyl)phosphonate